(S)-2-((S)-4,4-difluoro-3-(6-oxo-1,6-dihydropyridin-3-yl)piperidin-1-yl)-N-(5-(2,4-difluorophenoxy)pyridin-2-yl)propionamide FC1([C@H](CN(CC1)[C@H](C(=O)NC1=NC=C(C=C1)OC1=C(C=C(C=C1)F)F)C)C1=CNC(C=C1)=O)F